4-[[3-(2,3-Difluoro-4-phenoxy-phenyl)imidazo[1,2-a]pyrazin-8-yl]amino]-2-ethyl-N-(4-piperidylmethyl)benzamide hydrochloride Cl.FC1=C(C=CC(=C1F)OC1=CC=CC=C1)C1=CN=C2N1C=CN=C2NC2=CC(=C(C(=O)NCC1CCNCC1)C=C2)CC